NC1=CC(N(N1)C1=NC(=NN2C1=C(C(=C2)C2=NN(C=C2)C)C)C=2N(C=CN2)C)=O 5-Amino-2-(5-methyl-2-(1-methyl-1H-imidazol-2-yl)-6-(1-methyl-1H-pyrazol-3-yl)pyrrolo[2,1-f][1,2,4]triazin-4-yl)-1,2-dihydro-3H-pyrazol-3-one